tert-Butyl 3-(tert-butylsulfamoyl)-1-(cyclopropylmethyl)pyrrole-2-carboxylate C(C)(C)(C)NS(=O)(=O)C1=C(N(C=C1)CC1CC1)C(=O)OC(C)(C)C